2-(1-((trans)-3-fluoro-1-isopropylpiperidin-4-yl)-1H-pyrazol-4-yl)-N4-methyl-5-(trifluoromethyl)pyrimidine-2,4-diamine F[C@@H]1CN(CC[C@H]1N1N=CC(=C1)C1(NC=C(C(=N1)NC)C(F)(F)F)N)C(C)C